[C@]1([C@H](O)[C@H](O)[C@@H](CO)O1)(N1C(=O)NC(=O)C=C1)[C@@]1([C@H](O)[C@H](O)[C@@H](CO)O1)N1C(=O)NC(=O)C=C1 uridinyl-uridine